OCC1N(C2CC(C1C2)OC(F)(F)F)C(=O)[O-] 3-(hydroxymethyl)-5-(trifluoromethoxy)-2-azabicyclo[2.2.1]heptane-2-carboxylate